(7-methylbenzo[d]thiazol-2-yl)methanol CC1=CC=CC=2N=C(SC21)CO